(2R)-N-[4-(3-Cyanophenyl)-5-(2,6-dimethyl-4-pyridyl)thiazol-2-yl]-2-(hydroxymethyl)azetidin-1-carboxamid C(#N)C=1C=C(C=CC1)C=1N=C(SC1C1=CC(=NC(=C1)C)C)NC(=O)N1[C@H](CC1)CO